FC(C1=C(C[N+](CC=C)(CC=C)CC=C)C=CC=C1)(F)F 2-trifluoromethylbenzyltriallylammonium